1-methylpyrido[3,2-d]Pyrimidin-2(1H)-one CN1C(N=CC2=C1C=CC=N2)=O